3-tert-butyl-6-vinyl-1,2,4,5-tetrazine C(C)(C)(C)C=1N=NC(=NN1)C=C